tert-butyl N-[2-[2-[2-[2-[2-[2-(2-aminoethoxy)ethoxy]ethoxy]ethoxy]ethoxy]ethoxy]ethyl]-N-methyl-carbamate NCCOCCOCCOCCOCCOCCOCCN(C(OC(C)(C)C)=O)C